OCC(CO)CO 1,1,1-tris(hydroxymethyl)methane